C(C)(C)(C)OC(=O)N1CCN(CC1)C=1C=C2CN(C(C2=C(C1)OC(F)F)=O)C1C(NC(CC1)=O)=O tert-butyl-4-(7-(difluoromethoxy)-2-(2,6-dioxopiperidin-3-yl)-1-oxoisoindolin-5-yl)piperazine-1-carboxylate